1,2-di-docosahexaenoyl-sn-glycerol C(C=CC=CC=CC=CC=CC=CCCCCCCCCC)(=O)OC[C@@H](OC(C=CC=CC=CC=CC=CC=CCCCCCCCCC)=O)CO